5-tert-butyl-N-[[2-methyl-4-[3-(6-prop-2-enoyl-3,6-diazabicyclo[3.2.1]octan-3-yl)-4-pyridyl]phenyl]methyl]isoxazole-3-carboxamide C(C)(C)(C)C1=CC(=NO1)C(=O)NCC1=C(C=C(C=C1)C1=C(C=NC=C1)N1CC2CN(C(C1)C2)C(C=C)=O)C